(2S,4R)-1-((S)-2-(4-cyclopropyl-1H-1,2,3-triazol-1-yl)-3,3-dimethylbutanoyl)-N-((R)-1-(2'-fluoro-[1,1'-biphenyl]-4-yl)ethyl)-4-hydroxypyrrolidine-2-carboxamide C1(CC1)C=1N=NN(C1)[C@H](C(=O)N1[C@@H](C[C@H](C1)O)C(=O)N[C@H](C)C1=CC=C(C=C1)C1=C(C=CC=C1)F)C(C)(C)C